C(C1=CC=CC=C1)N1CC(CC1)(C(=O)[O-])F.[K+] potassium 1-benzyl-3-fluoropyrrolidine-3-carboxylate